(S)-1-((S)-1-(2-((1S,2R)-1-amino-2-cyclopropoxypropyl)benzo[d]-oxazol-5-yl)-2-methoxyethyl)-4-(trifluoromethyl)imidazolidin-2-one N[C@@H]([C@@H](C)OC1CC1)C=1OC2=C(N1)C=C(C=C2)[C@@H](COC)N2C(N[C@@H](C2)C(F)(F)F)=O